ClC1=C(C2=CC=CC=C2C(=C1Cl)OC1=CC=CC=C1)OC(C(=C)C)=O 2,3-dichloro-4-phenoxy-1-methacryloyloxynaphthalene